C1(=CC=CC=C1)C1=NC(=CC(=C1)C1=CC=C(C=C1)S(=O)(=O)C)C1=CC=CC=C1 2,6-diphenyl-4-(4-methylsulfonylphenyl)pyridine